2,5-dimethyl-3-(methylthio)pyrazine CC1=NC=C(N=C1SC)C